C1=CC2=NC3=NNC(=O)C3=CN2C=C1 pyrazolo[3,4-d]pyrido[1,2-a]pyrimidinone